FC=1C=NC(=NC1)COC 5-fluoro-2-(methoxymethyl)pyrimidin